Ethyl 2-(5-(2-(5-azaspiro[2.3]hexan-5-yl) ethyl)-2-oxo-4-(trifluoromethyl) pyridin-1(2H)-yl)-4-methylpentanoate C1CC12CN(C2)CCC=2C(=CC(N(C2)C(C(=O)OCC)CC(C)C)=O)C(F)(F)F